COC1(CC1)N1N=CC(=C1C1CCN(CC1)C(=O)OC(C)(C)C)C tert-butyl 4-(1-(1-methoxycyclopropyl)-4-methyl-1H-pyrazol-5-yl)piperidine-1-carboxylate